1-(5,6-difluoropyridin-3-yl)-1H-pyrazole-3-amine FC=1C=C(C=NC1F)N1N=C(C=C1)N